CC1=C(C=CC=C1)SC1=CC=C(C=C1)CC1=CC=CC=C1 4-(methylphenylthio)phenyl-phenylmethane